NC=1C=CC(=C(C1)P(O)(O)=O)NS(=O)(=O)C1=CC=C(C=C1)CCCC (5-amino-2-(4-butylphenyl-sulfonamido)-phenyl)phosphonic acid